terxanthin N1C(=O)NC=2N=C(NC2C1=O)C1=NC2=NC(N(C(C2=N1)=O)C1=NC2=NC(NC(C2=N1)=O)=O)=O